FC1=CC=C(C=C1)/C=C/CC(=O)O (E)-4-(4-fluorophenyl)-3-butenoic acid